4,4'-(1-methylethylidene)bis[2,6-bis(hydroxymethyl)phenol] CC(C)(C1=CC(=C(C(=C1)CO)O)CO)C1=CC(=C(C(=C1)CO)O)CO